C(C=C)N1N(C2=NC(=NC=C2C1=O)NC=1C=CC2=C(C=NS2)C1)C1=NC(=CC=C1)OC1CCNCC1 2-allyl-6-(1,2-benzisothiazol-5-ylamino)-1-[6-(4-piperidyloxy)-2-pyridyl]-1,2-dihydro-3H-1,2,5,7-tetraazainden-3-one